CSC=C(C)C(C#N)C#N 2-(1-(methylthio)prop-1-en-2-yl)malononitrile